benzyl (R)-(6-(3-iodophenyl)-2,2,6-trimethyl-7-(2-methylhydrazineyl)-7-oxoheptyl)(methyl)carbamate IC=1C=C(C=CC1)[C@@](CCCC(CN(C(OCC1=CC=CC=C1)=O)C)(C)C)(C(=O)NNC)C